(azidomethyl)-4-methoxybenzene N(=[N+]=[N-])CC1=CC=C(C=C1)OC